tert-butyl (3-(4-amino-6-chloropyrimidin-5-yl)prop-2-yn-1-yl)carbamate NC1=NC=NC(=C1C#CCNC(OC(C)(C)C)=O)Cl